((3,5-difluoro-4-((2-(tri-fluoromethyl)pyrid-4-yl)oxy)benzyl)oxy)-6,7,10,11-tetrahydro-4H,8H-7a,10-methanopyrimido[6',1':2,3]pyrimido[6,1-c][1,4]oxazin-4-one FC=1C=C(COC=2C=NC(N3C2N2C4(COC(C2)C4)CC3)=O)C=C(C1OC1=CC(=NC=C1)C(F)(F)F)F